1-methyl-1H-pyrrolecarboaldehyde CN1C(=CC=C1)C=O